C(CCCCCCC)C(CO)CCCC 2-octyl-hexanol